C(C)(C)(C)OC(=O)N1CCC(CC1)OC1=CC=C(C=C1)B1OC(C(O1)(C)C)(C)C 4-[4-(4,4,5,5-tetramethyl-1,3,2-dioxaborolan-2-yl)phenoxy]Piperidine-1-carboxylic acid tert-butyl ester